N1C(=NCC1)C1=CC=C(C=C1)N1N=NC(=C1)C=1C=C(C(=O)OC(C)(C)C)C=C(C1)C=1N=NN(C1)C1=CC=C(C=C1)C=1NCCN1 tert-butyl 3,5-bis(1-(4-(4,5-dihydro-1H-imidazol-2-yl)phenyl)-1H-1,2,3-triazol-4-yl)benzoate